BrC=1C=C(C(N(C1)C)=O)NC1=NN(C(=C1)C)C1COC1 5-Bromo-1-methyl-3-(5-methyl-1-(oxetan-3-yl)-1H-pyrazol-3-ylamino)pyridin-2(1H)-one